C[Si](N([Si](C)(C)C)[SiH](C)C)(C)C N,N-bis(trimethylsilyl)aminodimethylsilane